2-((pyrimidin-5-ylmethyl)thio)-3,5,6,7-tetrahydro-4H-cyclopenta[d]pyrimidin-4-one N1=CN=CC(=C1)CSC=1NC(C2=C(N1)CCC2)=O